(6aR,9R)-N,N-diethyl-7-(4-fluoro-3-methoxybenzyl)-4,6,6a,7,8,9-hexahydroindolo[4,3-fg]quinoline-9-carboxamide hemitartrate C(=O)(O)C(O)C(O)C(=O)O.C(C)N(C(=O)[C@H]1CN([C@@H]2CC=3C4=C(C2=C1)C=CC=C4NC3)CC3=CC(=C(C=C3)F)OC)CC.C(C)N(C(=O)[C@H]3CN([C@@H]4CC=1C2=C(C4=C3)C=CC=C2NC1)CC1=CC(=C(C=C1)F)OC)CC